C/C=C(\\C)/C(=O)OC[C@@]12[C@H](CCC[C@@]1(CCl)O)[C@@]([C@@H](C[C@@H]2OC(=O)C)C)(C)CCC3=CC(=O)OC3 The molecule is a diterpene lactone isolated from the whole plants of Ajuga ciliata. It has a role as a plant metabolite. It is a diterpene lactone, a butenolide, an acetate ester, an enoate ester, an organochlorine compound and a tertiary alcohol.